tert-Butyl (7-chloro-5-(5-(morpholine-4-carbonyl)pyridin-2-yl)benzofuran-2-yl)methylcarbamate ClC1=CC(=CC=2C=C(OC21)CNC(OC(C)(C)C)=O)C2=NC=C(C=C2)C(=O)N2CCOCC2